COC(CCC(C=1OC2=C(N1)C=CC=C2)(F)F)=O 4,4-difluoro-4-(benzooxazol-2-yl)butanoic acid methyl ester